1,4-dioxane HCl Cl.O1CCOCC1